COC=1C2=C(N=CN1)CNC2=O 4-methoxy-6,7-dihydro-5H-pyrrolo[3,4-d]pyrimidin-5-one